N-t-butoxycarbonyl-N-(2-(4-aminophenyl)ethyl)-N-(4-aminobenzyl)amine C(C)(C)(C)OC(=O)N(CC1=CC=C(C=C1)N)CCC1=CC=C(C=C1)N